ClC1=C(CC(CC1)N(C(OC(C)(C)C)=O)C)C=O tert-butyl N-(4-chloro-3-formyl-cyclohex-3-en-1-yl)-N-methyl-carbamate